(4-2H-tetrazol-5-yl-phenyl)methane N=1NN=NC1C1=CC=C(C=C1)C